4-((4-methoxybenzyl)amino)-2-((1-methyl-1H-pyrazol-4-yl)amino)pyrimidin-5-carboxamide COC1=CC=C(CNC2=NC(=NC=C2C(=O)N)NC=2C=NN(C2)C)C=C1